(2S,3S,4R)-1-O-(α-D-galactopyranosyl)-2-hexacosanoylamino-1,3,4-octadecanetriol [C@H]1([C@H](O)[C@@H](O)[C@@H](O)[C@H](O1)CO)OC[C@@H]([C@@H]([C@@H](CCCCCCCCCCCCCC)O)O)NC(CCCCCCCCCCCCCCCCCCCCCCCCC)=O